C12COCC(CC1)N2C2=C(C=C(C(=C2)OC)C2=NC=C1C=C(C=3N(C1=C2)C=CN3)C3=C(C(=CC(=C3Cl)OC)OC)Cl)NC(C=C)=O N-(2-(3-oxa-8-azabicyclo[3.2.1]octan-8-yl)-5-(4-(2,6-dichloro-3,5-dimethoxyphenyl)imidazo[1,2-a][1,6]naphthyridin-8-yl)-4-methoxyphenyl)acrylamide